ClC1=C(OCC(=O)O)C=CC(=C1)Cl.CNC dimethylamine 2,4-dichlorophenoxyacetate salt